(S)-3-Chloro-5-(6-(3-methoxytetrahydrofuran-3-yl)-4-methylpyridin-2-yl)-7-methyl-7H-pyrrolo[2,3-c]pyridazine ClC1=CC2=C(N=N1)N(C=C2C2=NC(=CC(=C2)C)[C@@]2(COCC2)OC)C